ClC=1C=C(OC2=C(C=C3C=NN(C3=C2)C)NC2=C3C(N(C(C3=CC=C2)=O)C2C(NC(CC2)=O)=O)=O)C=CC1 4-((6-(3-chlorophenoxy)-1-methyl-1H-indazol-5-yl)amino)-2-(2,6-dioxopiperidin-3-yl)isoindoline-1,3-dione